hexylene glycol diacrylate C(C=C)(=O)OCCCCCCOC(C=C)=O